C1(C=CC=C1)[Ru]C(C=C=O)=C=O (cyclopentadienyl)bis(carbonyl)ethyl-ruthenium(II)